Cl.C1(=CC=CC=C1)C=1C(N(N=CC1)CC1CCN(CC1)CC1CCOCC1)=O 4-phenyl-2-((1-((tetrahydro-2H-pyran-4-yl)methyl)piperidin-4-yl)methyl)pyridazin-3(2H)-one hydrochloride